(2R,3R,4R,5S,6S)-2,3,4,5,6,7-hexahydroxyheptanal O[C@@H](C=O)[C@@H]([C@@H]([C@H]([C@H](CO)O)O)O)O